tert-butyl 3-[(E)-2-[2-[3-(4-amino-1-tert-butyl-pyrazolo[3,4-d]pyrimidin-3-yl)-5-cyclopropyl-isoxazol-4-yl]pyrimidin-5-yl]vinyloxy]propanoate NC1=C2C(=NC=N1)N(N=C2C2=NOC(=C2C2=NC=C(C=N2)/C=C/OCCC(=O)OC(C)(C)C)C2CC2)C(C)(C)C